C(C)(=O)C=1C(=C(C(=CC1N)F)C1=CC(N(N=C1)C)=O)F 5-(3-acetyl-4-amino-2,6-difluorophenyl)-2-methylpyridazin-3(2H)-one